CN1C(CC[C@H]1COC1OCCCC1)=O (5S)-1-methyl-5-(tetrahydropyran-2-yloxymethyl)pyrrolidin-2-one